O1CCN(CC1)C(=O)C1=CC(=CC=C1)[N+](=O)[O-] morpholino(3-nitrophenyl)methanone